hexacyclo[13.2.1.13,13.02,14.04,12.05,10]nonadeca-5,7,9,16-tetraene C12C3C4C5C6=CC=CC=C6CC5C(C3C(C=C1)C2)C4